8-fluoro-6-(2-isobutyl-7H-pyrrolo[2,3-d]pyrimidin-5-yl)-[1,2,4]triazolo[1,5-a]pyridine FC=1C=2N(C=C(C1)C1=CNC=3N=C(N=CC31)CC(C)C)N=CN2